ClC=1C=CC=2N=CN=C(C2N1)NC1=C(C(=C(C=C1)OCC1(CC1)F)F)F 6-chloro-N-[2,3-difluoro-4-[(1-fluorocyclopropyl)methoxy]phenyl]pyrido[3,2-d]pyrimidin-4-amine